(S)-N-(3-aminobicyclo[1.1.1]pentan-1-yl)-1-(4-fluorophenyl)-3,4-dihydroisoquinoline NC12CC(C1)(C2)N2[C@H](C1=CC=CC=C1CC2)C2=CC=C(C=C2)F